C(C1=CC=CC=C1)C(CCC(=O)O)CC(CC)C(=O)OCC1=CC=C(C=C1)CCCC 3-benzylcarboxy-5-(4-butylbenzylcarboxy)heptane